4-methoxy-5-methylpyridin-3-amine COC1=C(C=NC=C1C)N